L-1-aminoethyl-3-methylimidazole bis(trifluoromethanesulfonyl)imide salt [N-](S(=O)(=O)C(F)(F)F)S(=O)(=O)C(F)(F)F.NC(C)C1=NC=CN1C